C1(CC1)C1=NN(C=N1)C1CC2(CN(C2)C(=O)N2CC3(C2)CC(C3)=CB3OC(C(O3)(C)C)(C)C)C1 (6-(3-cyclopropyl-1H-1,2,4-triazol-1-yl)-2-azaspiro[3.3]heptan-2-yl)(6-((4,4,5,5-tetramethyl-1,3,2-dioxaborolan-2-yl)methylene)-2-azaspiro[3.3]heptan-2-yl)methanone